2-(6-(2-aminoprop-2-yl)-1-(pent-4-en-1-yl)-1H-pyrrolo[2,3-b]pyridin-2-yl)-7-methoxy-1-methyl-1H-benzo[d]imidazole-5-carboxylic acid isopropyl ester C(C)(C)OC(=O)C1=CC2=C(N(C(=N2)C2=CC=3C(=NC(=CC3)C(C)(C)N)N2CCCC=C)C)C(=C1)OC